C(C)(C)(C)OC(=O)N1C(=NC2=C1C=CC=C2CC(C)(C)C)CN2C(C(=CC=C2)NC([C@H](CC\C=C\C(=O)N)NC(=O)OC2COCC2)=O)=O tert-Butyl-2-((3-((2S,E)-7-amino-7-oxo-2-((((tetrahydrofuran-3-yl)oxy)carbonyl)amino)hept-5-enamido)-2-oxopyridin-1(2H)-yl)methyl)-4-neopentyl-1H-benzo[d]imidazol-1-carboxylat